1-(6-amino-4-fluorobenzo[d][1,3]dioxol-5-yl)ethan-1-one NC=1C(=C(C2=C(OCO2)C1)F)C(C)=O